S(N)(OC[C@@H]1[C@H](C[C@@H](C1)NC1=NC=NC=C1C(=O)C=1SC(=C(C1)[C@@H](NC)C1=CC(=CC=C1)Cl)Cl)O)(=O)=O [(1R,2S,4R)-4-{[5-({5-chloro-4-[(S)-(3-chlorophenyl)(methylamino)methyl]-2-thienyl} carbonyl)pyrimidin-4-yl] amino}-2-hydroxy cyclopentyl]methyl sulfamate